NC1=CC=C(C=C1)C1=NC(=NC(=N1)C1=CC=C(C=C1)N)C1=CC=C(C=C1)N 2,4,6-tris-(4-aminophenyl)-1,3,5-triazine